2-(4-Fluoro-3-nitrophenyl)-1,3-dioxolane FC1=C(C=C(C=C1)C1OCCO1)[N+](=O)[O-]